C(C=C)[C@@H]1[C@@](CN(C1)C(=O)OC(C)(C)C)(C(=O)O[C@H](C)C1=CC=CC=C1)N 1-(tert-butyl) 3-((R)-1-phenylethyl) (3R,4S)-4-allyl-3-aminopyrrolidine-1,3-dicarboxylate